CN(C)CC1CCN(CC1)C1=C(C=C(C=N1)CC1=CN=C2C(=NC(=NN21)N[C@H](C)CCC)N)C (R)-7-((6-(4-((Dimethylamino)methyl)piperidin-1-yl)-5-methylpyridin-3-yl)methyl)-N2-(pentan-2-yl)imidazo[2,1-f][1,2,4]triazin-2,4-diamin